C(#N)C=1N=C2C=3N=C(C(=NC3C3=C(C2=NC1C#N)N=C(C(=N3)C#N)C#N)C#N)C#N ls-2,3,6,7,10,11-hexacyano-1,4,5,8,9,12-hexaazabenzophenanthrene